Di-tert-butyl 3,3'-((heptanedioylbis(azanediyl))bis(1-oxoisoindoline-4,2-diyl))bis(2,6-dioxopiperidine-1-carboxylate) C(CCCCCC(=O)NC1=C2CN(C(C2=CC=C1)=O)C1C(N(C(CC1)=O)C(=O)OC(C)(C)C)=O)(=O)NC1=C2CN(C(C2=CC=C1)=O)C1C(N(C(CC1)=O)C(=O)OC(C)(C)C)=O